2-(difluoromethyl)-7-isopropoxylimidazo[1,2-a]pyridine-6-carboxylic acid methyl ester COC(=O)C=1C(=CC=2N(C1)C=C(N2)C(F)F)OC(C)C